4-((3-(((benzyloxy) carbonyl) amino)-4-methoxy-4-oxobutyl) (2-(2,2-difluoroethoxy) ethyl) amino)-3,4-dihydro-1,8-naphthyridine-1(2H)-carboxylate C(C1=CC=CC=C1)OC(=O)NC(CCN(C1CCN(C2=NC=CC=C12)C(=O)[O-])CCOCC(F)F)C(=O)OC